COC1=C(C=C(C(=C1)[N+](=O)[O-])OC)CCNCC1=C(C=CC=C1)OC [2-(2,5-dimethoxy-4-nitrophenyl)ethyl][(2-methoxyphenyl)methyl]amine